ClC=1C=CC=C2C=C(NC12)C(=O)N1[C@H]2CC([C@@H]([C@H]1C(=O)N[C@H](C[C@H]1C(NCC1)=O)\C=C(\S(=O)(=O)C)/F)CC2)(F)F (1R,3S,4R)-2-(7-chloro-1H-indole-2-carbonyl)-5,5-difluoro-N-((R,E)-4-fluoro-4-(methylsulfonyl)-1-((S)-2-oxopyrrolidin-3-yl)but-3-en-2-yl)-2-azabicyclo[2.2.2]octane-3-carboxamide